β-cyanoethyl-phosphoramide C(#N)CCNP(=O)(N)N